N-(2-amino-3-hydroxypropyl)-6-(3-methyl-1H-indol-2-yl)pyrazine-2-carboxamide NC(CNC(=O)C1=NC(=CN=C1)C=1NC2=CC=CC=C2C1C)CO